tert-Butyl 4-(6-(1H-imidazol-1-yl)picolinamido)piperidine-1-carboxylate N1(C=NC=C1)C1=CC=CC(=N1)C(=O)NC1CCN(CC1)C(=O)OC(C)(C)C